COC1=NC(=NN2C1=C(C=C2)C=2C=CC1=C(N(N=N1)C)C2)NC2CC(C2)(C)NC(C)=O N-(cis-3-((4-Methoxy-5-(1-methyl-1H-benzo[d][1,2,3]triazol-6-yl)pyrrolo[2,1-f][1,2,4]triazin-2-yl)amino)-1-methylcyclobutyl)acetamide